OC1=CC=C(C=C1)C(C(Cl)(Cl)Cl)C1=CC=C(C=C1)O 1,1-bis(4-hydroxyphenyl)-2,2,2-trichloroethane